(2R)-2-(3-fluoropyridin-2-yl)-3-hydroxy-1-[2-(quinoline-6-sulfonyl)-4H,6H-pyrrolo[3,4-c]pyrazol-5-yl]propan-1-one FC=1C(=NC=CC1)[C@@H](C(=O)N1CC2=NN(C=C2C1)S(=O)(=O)C=1C=C2C=CC=NC2=CC1)CO